2-[[2,5-difluoro-4-[5-fluoro-6-[[5-(trifluoromethyl)thiazol-2-yl]methoxy]-2-pyridyl]phenyl]methyl]-3-[(3S)-4,4-dimethyltetrahydrofuran-3-yl]-7-fluoro-benzimidazole-5-carboxylic acid FC1=C(C=C(C(=C1)C1=NC(=C(C=C1)F)OCC=1SC(=CN1)C(F)(F)F)F)CC=1N(C2=C(N1)C(=CC(=C2)C(=O)O)F)[C@@H]2COCC2(C)C